N-(3-chloro-2,4-difluorophenyl)-7-(1-(methyl-d3)-1H-pyrazol-4-yl)-5-((2-(thiazol-2-yl)propan-2-yl)oxy)quinazolin-4-amine ClC=1C(=C(C=CC1F)NC1=NC=NC2=CC(=CC(=C12)OC(C)(C)C=1SC=CN1)C=1C=NN(C1)C([2H])([2H])[2H])F